C[C@]12CC[C@@H](C([C@@H]1CC[C@@]3([C@@H]2CC=C4[C@]3(C[C@@H]([C@@]5([C@H]4CC(CC5)(C)C)C(=O)[O-])O)C)C)(C)C)O The molecule is a monocarboxylic acid anion resulting from the deprotonation of the carboxy group of cochalic acid. The major species at pH 7.3. It is a conjugate base of a cochalic acid.